OC1=C(C=CC=C1)C\C=C\C1=CC=C(C=C1)S (E)-1-(2-Hydroxyphenyl)-3-(4-sulfanylphenyl)prop-2-en